ClC1=C(COC2=CC=CC(=N2)[C@]23CCN(C[C@@H]3C2)CC2=NC3=C(N2C[C@@H]2OCC2)C=C(C=C3)C(=O)O)C=CC(=C1)Cl 2-(((1R,6S)-6-(6-((2,4-dichlorobenzyl)oxy)pyridin-2-yl)-3-azabicyclo[4.1.0]heptan-3-yl)methyl)-1-(((R)-oxetan-2-yl)methyl)-1H-benzo[d]imidazole-6-carboxylic acid